4-chloro-10-{2,6-difluoro-4-[(2-{[(2R)-2-hydroxypropyl]amino}ethyl)amino]phenyl}-8-ethyl-9-oxo-6,8,10-triazatricyclo[9.4.0.02,7]pentadeca-1(11),2(7),3,5,12,14-hexaene-13-carbonitrile ClC1=CC=2C=3C=CC(=CC3N(C(N(C2N=C1)CC)=O)C1=C(C=C(C=C1F)NCCNC[C@@H](C)O)F)C#N